4,8-diiodo-2,6-bis-(5-triisopropylsilanylthiophene-2-yl)-benzo[1,2-d:4,5-d']bisthiazole IC1=C2C(N=C(S2)C=2SC(=CC2)[Si](C(C)C)(C(C)C)C(C)C)=C(C2=C1N=C(S2)C=2SC(=CC2)[Si](C(C)C)(C(C)C)C(C)C)I